ClC=1C=C(C=C(C1C)CN1CCN(CC1)C1CCOCC1)NC(CCC=1C=C2C(N(CC2=CC1)C1C(NC(CC1)=O)=O)=O)=O N-(3-chloro-4-methyl-5-{[4-(3,4,5,6-tetrahydro-2H-pyran-4-yl)piperazin-1-yl]methyl}phenyl)-3-[2-(2,6-dioxo-hexahydropyridin-3-yl)-3-oxo-2,3-dihydro-1H-isoindol-5-yl]propanamide